3-(4-trifluoromethyl-benzylidene)-5-(3-pyridinyl)-N-methyl-4-piperidone FC(C1=CC=C(C=C2CN(CC(C2=O)C=2C=NC=CC2)C)C=C1)(F)F